3-bromo-2-(3-cyanophenyl)pyrazolo[1,5-a]Pyrimidine-5-carboxylic acid BrC=1C(=NN2C1N=C(C=C2)C(=O)O)C2=CC(=CC=C2)C#N